1-Naphthol sulfate S(=O)(=O)(O)OC1=CC=CC2=CC=CC=C12